NC1=NC=C2C=C(N=C(C2=C1)NC(C)C)CCO 2-(7-amino-1-(isopropylamino)-2,6-naphthyridin-3-yl)ethanol